2-amino-5-(4-(3-(2-fluoroethyl)-3-azabicyclo[3.1.0]hex-1-yl)phenyl)-N-(4-hydroxybicyclo[2.2.2]oct-1-yl)nicotinamide NC1=C(C(=O)NC23CCC(CC2)(CC3)O)C=C(C=N1)C1=CC=C(C=C1)C13CN(CC3C1)CCF